(R)-4-benzyl-6-(3,5-dimethylisoxazol-4-yl)-3-methyl-3,4-dihydroquinoxalin-2(1H)-one C(C1=CC=CC=C1)N1[C@@H](C(NC2=CC=C(C=C12)C=1C(=NOC1C)C)=O)C